CSC=1SC(=NN1)C(F)(F)F 2-methylsulfanyl-5-trifluoromethyl-1,3,4-thiadiazole